(1-(4-(3-methoxycyclobutoxy)-6-(3-methoxytetrahydrofuran-3-yl)pyridin-2-yl)-1H-pyrazolo[4,3-c]pyridin-6-yl)acetamide COC1CC(C1)OC1=CC(=NC(=C1)C1(COCC1)OC)N1N=CC=2C=NC(=CC21)CC(=O)N